Zinc Bisglycinate NCC(=O)[O-].NCC(=O)[O-].[Zn+2]